FC1=C(C2=C(OCCO2)C=C1F)COC1=C(C=C(C(=C1)[N+](=O)[O-])F)OC 6,7-difluoro-5-((4-fluoro-2-methoxy-5-nitrophenoxy)methyl)-2,3-dihydrobenzo[b][1,4]dioxin